CP(C(CC)CCC)C(CC)CCC methyl-bis-(3-hexyl)phosphine